(S)-N-(2-(1-(3-chloro-4-((2,4-difluorophenyl)methoxy-d2)-5',6-dimethyl-2-carbonyl-2H-[1,4'-bipyridine]-2'-yl)-4-fluoro-1H-pyrazol-3-yl)propan-2-yl)acetamide ClC=1C(N(C(=CC1OC([2H])([2H])C1=C(C=C(C=C1)F)F)C)C1=CC(=NC=C1C)N1N=C(C(=C1)F)C(C)(C)NC(C)=O)=C=O